6'-bromo-8'-chloro-2'-cyclopropyl-2'H-spiro[cyclohexane-1,3'-imidazo[1,5-a]pyridine]-1',5'-dione BrC1=CC(=C2N(C1=O)C1(N(C2=O)C2CC2)CCCCC1)Cl